tert-Butyl 2-(8-bromo-3-methyl-2,6-dioxo-2,3-dihydro-1H-purin-7(6H)-yl)ethylcarbamate BrC1=NC=2N(C(NC(C2N1CCNC(OC(C)(C)C)=O)=O)=O)C